COC(\C=C\CC[C@@H](C(=O)NC=1C(N(C=CC1)CC(=O)NC12CC3(CC(CC(C1)(C3)C)(C2)C)C)=O)NC(=O)C2=C(SC(=C2)Cl)Cl)=O (S,E)-Methyl-6-(2,5-dichlorothiophen-3-carboxamido)-7-(1-(2-(3,5,7-trimethyl-1-adamantylamino)-2-oxoethyl)-2-oxo-1,2-dihydropyridin-3-ylamino)-7-oxohept-2-enoat